8-(2-azabicyclo[2.1.1]hexan-2-yl)-7-(1-(1-ethoxyethyl)-1H-pyrazol-4-yl)-N-isopropyl-[1,2,4]triazolo[1,5-c]pyrimidin-2-amine C12N(CC(C1)C2)C=2C=1N(C=NC2C=2C=NN(C2)C(C)OCC)N=C(N1)NC(C)C